NC1=NC=NN2C1=C(C=C2C=2C=C(C(=NC2)C)C(=O)NC2CN(CC2F)C(=O)C2C(C2)(F)F)C(F)(F)F 5-[4-amino-5-(trifluoromethyl)pyrrolo[2,1-f][1,2,4]triazin-7-yl]-N-[1-(2,2-difluorocyclopropanecarbonyl)-4-fluoropyrrolidin-3-yl]-2-methyl-pyridine-3-carboxamide